ethyl 4,6-dichloro-1-(methyl-d3)-2-oxo-1,2-dihydro-1,8-naphthyridine-3-carboxylate ClC1=C(C(N(C2=NC=C(C=C12)Cl)C([2H])([2H])[2H])=O)C(=O)OCC